tribromophenyl(3-ethyl-3-oxetanylbutylmethyl)ether BrC1=C(C(=C(C=C1)C(CCC(C)(C1OCC1)CC)OC(C1=C(C(=C(C=C1)Br)Br)Br)CCC(C)(CC)C1OCC1)Br)Br